Methyl 2-(7-azabicyclo[2.2.1]hept-7-yl)-5,7-dihydrofuro[3,4-b]pyridine-3-carboxylate C12CCC(CC1)N2C2=C(C=C1C(=N2)COC1)C(=O)OC